ClC1=CC=C2C(CCOC2=C1)(CO)COC1=C(C=C(C(=O)OC(C)(C)C)C=C1)[N+](=O)[O-] Tert-Butyl 4-((7-chloro-4-(hydroxymethyl)chroman-4-yl)methoxy)-3-nitrobenzoate